4-(3-(2-aminoethoxy)phenoxy)-N,N-dimethylbutanamide NCCOC=1C=C(OCCCC(=O)N(C)C)C=CC1